N-(azetidin-3-yl)-7-morpholino-5-[(2E)-2-(m-tolylmethylene)hydrazino]oxazolo[4,5-d]pyrimidine-2-carboxamide N1CC(C1)NC(=O)C=1OC2=C(N=C(N=C2N2CCOCC2)N/N=C/C=2C=C(C=CC2)C)N1